CNCCCN(CCCCCC)C 1,5-dimethyl-1,5-diaza-undecane